ethylene-14C [14CH2]=C